FC=1C=C(CNC(=O)C2=CC=C(S2)C2=C3C(=NC(=C2C(=O)O)CCC2=CC=C(C=C2)F)[C@H]2N(S3(=O)=O)CCC2)C=CC1F (S)-4-(5-((3,4-difluorobenzyl)carbamoyl)thiophen-2-yl)-2-(4-fluorophenethyl)-7,8,9,9a-tetrahydropyrrolo[1',2':2,3]isothiazolo[4,5-b]pyridine-3-carboxylic acid 5,5-dioxide